C1(=CC(=CC=C1)B(O)O)C1=CC=CC=C1 1,1'-biphenyl-3-boronic acid